COCN(N)C1=NC=CC=N1 2-(1-(methoxymethyl)hydrazino)pyrimidine